(P)-(1R,9R)-6-(2-chloro-5-hydroxyphenyl)-10,10-dimethyl-4-(2-(2-propenoyl)-2,6-diazaspiro[3.4]octan-6-yl)-3-azatricyclo[7.1.1.02,7]undeca-2,4,6-triene-5-carbonitrile ClC1=C(C=C(C=C1)O)C=1C(=C(N=C2[C@H]3C([C@@H](CC12)C3)(C)C)N3CC1(CN(C1)C(C=C)=O)CC3)C#N